CCCCCCCCCCCCCCCCCCCCCCCCCCCCCCCCCCCCCCCCCCCCCCCCCCCCCCCCCCCC hexacontane